N12C[C@H](C(CC1)CC2)OC(N[C@@H]2C(CC1=CC(=CC=C21)C2=CC(=C(C=C2)OCCC)Cl)(C)C)=O (S)-quinuclidin-3-yl((R)-5-(3-chloro-4-propoxyphenyl)-2,2-dimethyl-2,3-dihydro-1H-inden-1-yl)carbamate